N-((7-(5-(difluoromethyl)-1,3,4-oxadiazol-2-yl)imidazo[1,2-a]pyridin-2-yl)methyl)-4-ethyl-N-phenylpiperazine-1-carboxamide FC(C1=NN=C(O1)C1=CC=2N(C=C1)C=C(N2)CN(C(=O)N2CCN(CC2)CC)C2=CC=CC=C2)F